CC1=CC=CC(=N1)N 6-methylpyridine-2-amine